O1C=NC2=C1C=CC=N2 (±)-pyridinooxazoline